3-cyano-N-[(4S)-3,4-dihydro-2H-1-benzopyran-4-yl]-8-isopropyl-2-methylimidazo[1,2-b]pyridazine-7-carboxamide C(#N)C1=C(N=C2N1N=CC(=C2C(C)C)C(=O)N[C@H]2CCOC1=C2C=CC=C1)C